5,5'-bipyridyl N1=CC=CC(=C1)C=1C=CC=NC1